C(C)(C)(C)OC(=O)N(CCO)CC=1C=CC(=NC1C)C(=O)OC Methyl 5-(((tert-butoxycarbonyl)(2-hydroxyethyl)amino)methyl)-6-methylpicolinate